ClC1=C(C=CC=C1)N1C(N=C(C2=CC=C(C=C12)C(F)(F)F)NC(CF)CF)=O 1-(2-Chlorophenyl)-4-((1,3-difluoropropan-2-yl)amino)-7-(trifluoromethyl)quinazolin-2(1H)-one